C(C)OC(=O)C=1NC2=CC=C(C=C2C1)OC1=C(C(=CC=C1)Cl)Br 5-(2-bromo-3-chlorophenoxy)-1H-indole-2-carboxylic acid ethyl ester